dimercapto-bis(trichlorosilyl)coronene SC=1C(=C2C(=C(C3=CC=C4C=CC5=CC=C6C=CC1C1=C2C3=C4C5=C16)[Si](Cl)(Cl)Cl)[Si](Cl)(Cl)Cl)S